3-(3-chloro-4-fluorophenyl)-1-(1(R)-(1-oxo-1,2-dihydroisoquinolin-4-yl)ethyl)-1-(((R)-tetrahydrofuran-3-yl)methyl)urea ClC=1C=C(C=CC1F)NC(N(C[C@@H]1COCC1)[C@H](C)C1=CNC(C2=CC=CC=C12)=O)=O